C1(CCCC1)N(C(=O)OCC=1C(=NOC1C1=CC=C(C=N1)O[C@@H]1C[C@H](CCC1)C(=O)O)C)C (1S,3S)-3-((6-(4-(((cyclopentyl-(methyl)carbamoyl)oxy)methyl)-3-methylisoxazol-5-yl)pyridin-3-yl)oxy)cyclohexane-1-carboxylic acid